C(CCCCCC(C)(C)C)(=O)[O-].[Cu+2].C(CCCCCC(C)(C)C)(=O)[O-] Copper Neodecanoate